2,6-dibromo-3-methyl-4-nitropyridine 1-oxide BrC1=[N+](C(=CC(=C1C)[N+](=O)[O-])Br)[O-]